ethyl 1-(2-{[tert-butyl (dimethyl) silyl] oxy} ethyl)-3-(4-chlorophenyl)-1H-pyrrolo[3,2-b]pyridine-2-carboxylate [Si](C)(C)(C(C)(C)C)OCCN1C(=C(C2=NC=CC=C21)C2=CC=C(C=C2)Cl)C(=O)OCC